COC1CC(C1)OC1=CC(=NC=N1)O[C@@H]1C[C@@H](N(C1)CC1=CN=C(S1)NC(C)=O)C N-(5-(((2S,4R)-4-((6-((1r,3R)-3-methoxycyclobutoxy)pyrimidin-4-yl)oxy)-2-methylpyrrolidin-1-yl)methyl)thiazol-2-yl)acetamide